BrCC(=O)C1=C(C(=CC=C1)C)O 2-bromo-1-(2-hydroxy-3-methylphenyl)ethane-1-one